BrC=1C=NN(C1C)C 4-bromo-1,5-dimethylpyrazole